2-(3-ethylsulfonyl-2-pyridyl)-6-(trifluoromethylsulfonyl)isoindolin-1-one C(C)S(=O)(=O)C=1C(=NC=CC1)N1C(C2=CC(=CC=C2C1)S(=O)(=O)C(F)(F)F)=O